octane-1,3-dione C(CC(CCCCC)=O)=O